2-(3-(2-((tert-butyldimethylsilyl)oxy)ethyl)-2-oxoimidazolidin-1-yl)-4,6-bis(trifluoromethyl)phenyl methyl(phenyl)carbamate CN(C(OC1=C(C=C(C=C1C(F)(F)F)C(F)(F)F)N1C(N(CC1)CCO[Si](C)(C)C(C)(C)C)=O)=O)C1=CC=CC=C1